C(C1=CC=CC=C1)OC[C@@H]1CNCCC1 (S)-3-((benzyloxy)methyl)piperidine